4-(3-(3-((1-cyclopropylethyl)amino)azetidine-1-carbonyl)-4-fluorobenzyl)phthalazin-1(2H)-one C1(CC1)C(C)NC1CN(C1)C(=O)C=1C=C(CC2=NNC(C3=CC=CC=C23)=O)C=CC1F